6-bromo-8-cyclopentyl-5-methyl-2-(5-piperazin-1-yl-pyridin-2-ylamino)-8H-pyrido[2,3-d]pyrimidin-7-one BrC1=C(C2=C(N=C(N=C2)NC2=NC=C(C=C2)N2CCNCC2)N(C1=O)C1CCCC1)C